C(CCC)C1(N(S(C2=C(N(C1)C1=CC=CC=C1)C=C(C(=C2)O)SC)(=O)=O)C)CC 3-butyl-3-ethyl-8-hydroxy-2-methyl-7-(methylthio)-5-phenyl-2,3,4,5-tetrahydro-1,2,5-benzothiadiazepine 1,1-dioxide